CN1C(C=2N(CC1)C1=C(C2)C=C(N=C1)NC=1C=CC(=C2CN(C(C12)=O)C(=O)OC(C)(C)C)C=1C=NN2C1C=CC(=C2)C)=O Tert-butyl 7-((2-methyl-1-oxo-1,2,3,4-tetrahydropyrido[4',3':4,5]pyrrolo[1,2-a]pyrazin-8-yl) amino)-4-(6-methylpyrazolo[1,5-a]pyridin-3-yl)-1-oxoisoindoline-2-carboxylate